9,9'-(5-(4,6-diphenyl-1,3,5-triazin-2-yl)-1,3-phenylene)bis(3,6-dimethyl-9H-carbazole) C1(=CC=CC=C1)C1=NC(=NC(=N1)C1=CC=CC=C1)C=1C=C(C=C(C1)N1C2=CC=C(C=C2C=2C=C(C=CC12)C)C)N1C2=CC=C(C=C2C=2C=C(C=CC12)C)C